C1(CC1)C1=C(C(=C2C(=N1)CCC2)NC(=O)N=S(=O)(N)C2=C(N=C(S2)C(C)(C)O)CO)C N'-((2-cyclopropyl-3-methyl-6,7-dihydro-5H-cyclopenta[b]pyridin-4-yl)carbamoyl)-4-(hydroxymethyl)-2-(2-hydroxypropan-2-yl)thiazole-5-sulfonimidamide